N-(6-fluoro-1,3-benzothiazol-2-yl)-3-methylcyclohexane-1-carboxamide FC1=CC2=C(N=C(S2)NC(=O)C2CC(CCC2)C)C=C1